C1(CC1)C1=NNC(=C1)NC([C@H](C)C1=NN(C=C1)C1=CC(=CC(=C1)F)F)=O (R)-N-(3-cyclopropyl-1H-pyrazol-5-yl)-2-(1-(3,5-difluorophenyl)-1H-pyrazol-3-yl)propanamide